C(C)(C)C1=NN(B(C2=C1C=CC=C2)O)C2=CC(=CC=C2)SC(C)C 4-Isopropyl-2-[m-(isopropylthio)phenyl]-1,2-dihydro-2,3,1-benzodiazaborinin-1-ol